2-((5-amino-4-((2-(dimethylamino)ethyl)(methyl)amino)-2-methoxyphenyl)amino)-4-(1-cyclopropyl-1H-pyrrolo[2,3-b]pyridin-3-yl)pyrimidine-5-carbonitrile NC=1C(=CC(=C(C1)NC1=NC=C(C(=N1)C1=CN(C2=NC=CC=C21)C2CC2)C#N)OC)N(C)CCN(C)C